1,4-dibromo-butane BrCCCCBr